C1(=CC=CC2=CC=CC=C12)S(=O)(=O)O.CNCCCCCNC 1,5-di(methylamino)pentane naphthalenesulfonate